2-[4-[[(4S)-2,2-dimethyl-1,3-dioxolan-4-yl]methylamino]-6-methyl-phthalazin-1-yl]-5-(trifluoromethyl)phenol CC1(OC[C@@H](O1)CNC1=NN=C(C2=CC=C(C=C12)C)C1=C(C=C(C=C1)C(F)(F)F)O)C